COC1=CC=CC2=C1N=C(O2)[C@H]2N(CCC1=C2N=CN1)C(=O)C=1OC(=NN1)C=1C=NN(C1)C (S)-(4-(4-methoxybenzo[d]oxazol-2-yl)-6,7-dihydro-1H-imidazo[4,5-c]pyridin-5(4H)-yl)(5-(1-methyl-1H-pyrazol-4-yl)-1,3,4-oxadiazol-2-yl)methanone